COC1=C2C=CC(OC2=CC=C1C(=O)NC1=NN(C2=CC=CC=C12)CC(C)OC)(C)C 5-Methoxy-N-(1-(2-Methoxypropyl)-1H-indazol-3-yl)-2,2-dimethyl-2H-chromene-6-carboxamide